trimethyl-phosphonium acetate C(C)(=O)[O-].C[PH+](C)C